ClC1=C(C(=CC=C1Cl)OC)C(C1=CC=NC=C1)C1N(CC1C(=O)N)C [(2,3-dichloro-6-methoxyphenyl)(pyridin-4-yl)methyl]-1-methylazetidine-3-carboxamide